CSC=1C=CC=C2C(=NN(C12)COCC[Si](C)(C)C)C#N 7-(methylthio)-1-((2-(trimethylsilyl)ethoxy)methyl)-1H-indazole-3-carbonitrile